6-{5-chloro-2-[(Oxan-4-yl)amino]pyrimidin-4-yl}-2-[2-(Oxan-2-yl)ethyl]-2,3-dihydro-1H-isoindol-1-one ClC=1C(=NC(=NC1)NC1CCOCC1)C1=CC=C2CN(C(C2=C1)=O)CCC1OCCCC1